2-bromo-5-(1H-1,2,4-triazol-1-yl)phenol BrC1=C(C=C(C=C1)N1N=CN=C1)O